(Z)-1-(2-chloro-3-fluorophenyl)-N'-((1-methyl-5-(trifluoromethyl)-1H-pyrazole-3-carbonyl)oxy)cyclopropane-1-carboximidamide ClC1=C(C=CC=C1F)C1(CC1)/C(/N)=N/OC(=O)C1=NN(C(=C1)C(F)(F)F)C